7-(1-ethoxyvinyl)-5-fluoro-13-methyl-17-oxa-2,9,13,14-tetrazatetracyclo[8.7.0.03,8.011,15]heptadeca-1,3(8),4,6,9,11,14-heptaene C(C)OC(=C)C1=CC(=CC=2N=C3OCC4=NN(C=C4C3=NC12)C)F